C[Si](C)(C)[13C]#[13CH] (trimethylsilyl)acetylene-1,2-13C2